ClC=1C=C(C(=O)NC2CC23CCN(CC3)CCC3=C(C=C(C=C3)Cl)Cl)C=C(C1)Cl 3,5-dichloro-N-(6-(2,4-dichlorophenethyl)-6-azaspiro[2.5]oct-1-yl)benzamide